8-bromo-3,5,7-trifluoroquinoline BrC=1C(=CC(=C2C=C(C=NC12)F)F)F